pyrrolo[1,2-b]pyridazine-3-carboxamidine N=1N2C(C=C(C1)C(=N)N)=CC=C2